benzyl 5-bromo-8-fluoro-3,4-dihydroisoquinoline-2(1H)-carboxylate BrC1=C2CCN(CC2=C(C=C1)F)C(=O)OCC1=CC=CC=C1